(S)-3-(3-(6-bromo-7-((1-(ethylsulfonyl)pyrrolidine-3-yl)amino)-1H-imidazo[4,5-b]pyridine-2-yl)-2,5-dimethyl-1H-pyrrol-1-yl)benzenesulfonamide BrC=1C(=C2C(=NC1)N=C(N2)C2=C(N(C(=C2)C)C=2C=C(C=CC2)S(=O)(=O)N)C)N[C@@H]2CN(CC2)S(=O)(=O)CC